3-Amino-5-isopropyl-1-methyl-1,5-dihydro-4H-pyrrolo[3,2-c]pyridin-4-one hydrochloride Cl.NC1=CN(C2=C1C(N(C=C2)C(C)C)=O)C